rac-3-(4-methoxy-1-methylpyrrolidin-3-yl)-5-(piperidin-1-ylmethyl)-5,6-dihydro-1,4,2-dioxazine COC1C(CN(C1)C)C1=NOCC(O1)CN1CCCCC1